CC(CCCCCCCCCCCC(=O)O)C 13-methyltetradecanic acid